7-chloro-3-(3-methoxyphenyl)-3,4-dihydroacridine-1,9(2H,10H)-dione ClC1=CC=C2NC=3CC(CC(C3C(C2=C1)=O)=O)C1=CC(=CC=C1)OC